N-[3-[2-(difluoromethoxy)-5-methylsulfanyl-phenyl]-1-[2-[4-[(3R)-3-methylmorpholin-4-yl]-1-piperidyl]-2-oxo-ethyl]pyrazol-4-yl]pyrazolo[1,5-a]pyrimidine-3-carboxamide FC(OC1=C(C=C(C=C1)SC)C1=NN(C=C1NC(=O)C=1C=NN2C1N=CC=C2)CC(=O)N2CCC(CC2)N2[C@@H](COCC2)C)F